4-(1-(3,4-difluorophenyl)-2-oxo-1,9-diazaspiro[5.5]undecan-9-yl)-6-(trifluoromethyl)pyrimidine-2-carboxylic acid FC=1C=C(C=CC1F)N1C(CCCC12CCN(CC2)C2=NC(=NC(=C2)C(F)(F)F)C(=O)O)=O